4-(8-methyl-2-methylsulfanyl-7-oxo-pyrido[2,3-d]pyrimidin-6-yl)-3,4-dihydro-2H-quinoline-1-carboxylic acid tert-butyl ester C(C)(C)(C)OC(=O)N1CCC(C2=CC=CC=C12)C1=CC2=C(N=C(N=C2)SC)N(C1=O)C